C(=O)C1=C(OCC2=CC=C(C(=O)OCCCCC)C=C2)C=CC=C1 pentyl 4-((2-formylphenoxy)methyl)benzoate